FC(OC1=CC2=C(N=C(O2)C=2C(=C(C=CC2)C2=C(C(=CC=C2)C=2OC3=C(N2)C=C(C(=C3)C(F)(F)F)CN3CCCC3)C)C)C=C1CN1[C@@H](CCC1)C(=O)OC)F methyl ((6-(difluoromethoxy)-2-(2,2'-dimethyl-3'-(5-(pyrrolidin-1-ylmethyl)-6-(trifluoromethyl)benzo[d]oxazol-2-yl)-[1,1'-biphenyl]-3-yl)benzo[d]oxazol-5-yl)methyl)-L-prolinate